ethyl 5-(cyclopentylidenemethyl)-2-methylbenzofuran-3-carboxylate C1(CCCC1)=CC=1C=CC2=C(C(=C(O2)C)C(=O)OCC)C1